4-Butyl-N-(2,4-dimethoxybenzyl)-3-(4-fluorophenyl)-5-methyl-1-phenyl-4,5-dihydro-1H-pyrazol-5-carboxamid C(CCC)C1C(=NN(C1(C(=O)NCC1=C(C=C(C=C1)OC)OC)C)C1=CC=CC=C1)C1=CC=C(C=C1)F